1,7-bis-trimethylsilylheptane C[Si](CCCCCCC[Si](C)(C)C)(C)C